2,4,6-Tris(1,1-dimethyl-ethyl)-4-methylcyclohexa-2,5-dien-1-one CC(C)(C)C=1C(C(=CC(C1)(C)C(C)(C)C)C(C)(C)C)=O